NC1=NC2=CC(=C(C=C2C=C1C)C(=O)N(CC1=NC=C(C=C1)C#N)C1C(CCC1)C#N)F 2-amino-N-(2-cyanocyclopentyl)-N-[(5-cyano-2-pyridyl)methyl]-7-fluoro-3-methyl-quinoline-6-carboxamide